N1C=NC(=C1)C(=O)OC[C@@H](CC)NC(=O)OC(C)(C)C methyl-[(2R)-2-(tert-butoxycarbonylamino) propyl] imidazole-4-carboxylate